1-bromo-2,4-dichloro-3-fluorobenzene BrC1=C(C(=C(C=C1)Cl)F)Cl